tert-Butyl 4-((3-((tert-butyldiphenylsilyl)oxy)cyclopentyl)methyl)-3-oxopiperazine-1-carboxylate [Si](C1=CC=CC=C1)(C1=CC=CC=C1)(C(C)(C)C)OC1CC(CC1)CN1C(CN(CC1)C(=O)OC(C)(C)C)=O